OC1(CC1)COC1=NC(=CC(=C1)C=1C=C(C=CC1C)NC(=O)N1C[C@@H](CC1)CC(F)(F)F)N1CCOCC1 (3S)-N-(3-[2-[(1-hydroxycyclopropyl)methoxy]-6-(morpholin-4-yl)pyridin-4-yl]-4-methylphenyl)-3-(2,2,2-trifluoroethyl)pyrrolidine-1-carboxamide